N-(2-bromo-5-fluoro-pyridin-3-yl)acetamide BrC1=NC=C(C=C1NC(C)=O)F